methyl 4-(5-cyclobutylsulfinylpyrrolo[2,3-b]pyridin-1-yl)benzoate C1(CCC1)S(=O)C=1C=C2C(=NC1)N(C=C2)C2=CC=C(C(=O)OC)C=C2